5-benzoyl-α-methyl-2-thiopheneacetic acid C(C1=CC=CC=C1)(=O)C1=CC=C(S1)C(C(=O)O)C